C(CCCCCCC)N(CCCCCCCC)CN1N=NC2=C1C=CC=C2C(=O)O 1-[N,N-bis(1-octyl)-aminomethyl]carboxybenzotriazole